trans-2,3-butylene oxide CC1C(C)O1